tert-butyl 2-(5-fluoro-2-(6-(piperidin-1-yl)-5-(1-(2,2,2-trifluoroethyl)-1H-indazole-3-carboxamido)nicotinamido)phenyl)acetate FC=1C=CC(=C(C1)CC(=O)OC(C)(C)C)NC(C1=CN=C(C(=C1)NC(=O)C1=NN(C2=CC=CC=C12)CC(F)(F)F)N1CCCCC1)=O